Dibutyl 9,9'-((4-((2-(4-(2-((4-(bis(2-hydroxy-6-oxo-6-(pentan-3-yloxy)hexyl)amino)butanoyl)oxy)ethyl)piperazin-1-yl)ethyl)disulfaneyl)butyl)azanediyl)bis(8-hydroxynonanoate) OC(CN(CCCC(=O)OCCN1CCN(CC1)CCSSCCCCN(CC(CCCCCCC(=O)OCCCC)O)CC(CCCCCCC(=O)OCCCC)O)CC(CCCC(=O)OC(CC)CC)O)CCCC(OC(CC)CC)=O